C(C(C)(C)C)(=O)OCCC(CO)(C)C 4-hydroxy-3,3-dimethylbutyl pivalate